C1C\C=C\CCCC(=O)OC1=O trans-3-heptene-1,7-dicarboxylic acid anhydride